1-(4-chlorophenylthio)-pyrroline-2,5-dione ClC1=CC=C(C=C1)SN1C(CCC1=O)=O